2,4-dibromo-[1,2]azaborino[1,2-a][1,2]azaborin-3-amine BrC1=CB2N(C(=C1N)Br)C=CC=C2